BrC1=CC=C(O1)C(=O)NC1=C(C=C(C=C1)CCN1CCOCC1)N1CCCCC1 5-bromo-N-(4-(2-morpholinoethyl)-2-(piperidin-1-yl)phenyl)furan-2-carboxamide